P(=O)(=O)CC(=O)[O-] phosphoacetate